N1C=2N(C3(C1)CCN(CC3)C(=O)OCC3CC3)N=CC2 cyclopropylmethyl 1',2'-dihydrospiro[piperidine-4,3'-pyrazolo[1,5-a]imidazole]-1-carboxylate